Bis[tris(2-methyl-2-phenylpropyl)tin] oxide CC(C)(C[Sn](CC(C)(C)C1=CC=CC=C1)(CC(C)(C)C2=CC=CC=C2)O[Sn](CC(C)(C)C3=CC=CC=C3)(CC(C)(C)C4=CC=CC=C4)CC(C)(C)C5=CC=CC=C5)C6=CC=CC=C6